8-(4-Chloro-2,3-difluorophenyl)-9-(4-((1-(3-fluoropropyl)azetidin-3-yl)methyl)phenyl)-6,7-dihydro-5H-benzo[7]annulen ClC1=C(C(=C(C=C1)C=1CCCC2=C(C1C1=CC=C(C=C1)CC1CN(C1)CCCF)C=CC=C2)F)F